O=C(C[C@H](O)[C@H](O)CO)O 2-Deoxy-D-ribonic acid